CN1N=C(C=C1C=1C=C2CCNC(C2=CC1)=O)C=1CNCCC1 6-(1-methyl-3-(1,2,5,6-tetrahydropyridin-3-yl)-1H-pyrazol-5-yl)-3,4-dihydroisoquinolin-1(2H)-one